ClC1=C(NC2=NSC3=C2C=CC=C3)C=CC=C1C1=CC=CC=3OCCOC31 3-(2-chloro-3-(1,4-benzodioxan-5-yl)anilino)benzisothiazol